O(C1=CC=CC=C1)C1=CC=C(C(=O)C2=CNC3=NC=CC(=C32)NC3CCC(CC3)C(=O)O)C=C1 (1r,4r)-4-((3-(4-phenoxybenzoyl)-1H-pyrrolo[2,3-b]pyridin-4-yl)amino)cyclohexane-1-carboxylic acid